C(C1=CC=CC=C1)OC1=C(C=C(C=C1)C=CC)OC 1-(benzyloxy)-2-methoxy-4-(1-propenyl)benzene